NC1=CC=CC=2SC(=CC21)C2=C(C(=NC(=C2C(=O)N)CC(C)C)CCC2=CC=C(C=C2)F)C=2OC(=NN2)C 4-(4-aminobenzo[b]thiophen-2-yl)-6-(4-fluorophenethyl)-2-isobutyl-5-(5-methyl-1,3,4-oxadiazol-2-yl)nicotinamide